3-(4-Bromobutoxy)-propan-1-ol BrCCCCOCCCO